(S)-1-(4-Chloro-2-(1H-tetrazol-5-yl)phenyl)hexan-1-ol ClC1=CC(=C(C=C1)[C@H](CCCCC)O)C1=NN=NN1